4-({(2S)-2-[4-{5-chloro-2-[4-(difluoromethyl)-1H-1,2,3-triazol-1-yl]phenyl}-5-methoxy-2-oxopyridin-1(2H)-yl]pentanoyl}amino)-2-fluorobenzamide ClC=1C=CC(=C(C1)C1=CC(N(C=C1OC)[C@H](C(=O)NC1=CC(=C(C(=O)N)C=C1)F)CCC)=O)N1N=NC(=C1)C(F)F